butanediol bis(2-mercaptopropionate) SC(C(=O)OC(CCC)OC(C(C)S)=O)C